2-Ethyl-1,2,3,4-tetrahydroisoquinolin-5-ol C(C)N1CC=2C=CC=C(C2CC1)O